[Ru](Cl)(Cl)Cl.C1(=CC=CC=C1)P(C1=CC=CC=C1)C1=CC=CC=C1 Triphenylphosphine ruthenium chloride